1-Methyl-(2,6-dimethoxybenzoyl)phenylphosphin oxid CC1(CC=CC=C1)P(C(C1=C(C=CC=C1OC)OC)=O)=O